methyl ((3-(3-cyano-4-((2-ethyl-1H-imidazol-1-yl)methyl)phenyl)-5-isobutylthiophen-2-yl)sulfonyl)carbamate C(#N)C=1C=C(C=CC1CN1C(=NC=C1)CC)C1=C(SC(=C1)CC(C)C)S(=O)(=O)NC(OC)=O